O1C[C@@H](CC1)C(=O)NN (R)-tetrahydrofuran-3-carbohydrazide